C(C)(C)(C)C1=CC(=NC=C1)C=1NC2=CC=C(C(=C2C1)C#N)SC(C(=O)O)(C)C 2-((2-(4-(tert-butyl)pyridin-2-yl)-4-cyano-1H-indol-5-yl)thio)-2-methylpropanoic acid